3,4-dihydroxycatechol OC1=C(C(O)=CC=C1O)O